C(#N)C=1C=C(C=CC1)CCNC=1N=CC2=C(N1)N(C(C(=C2)C=2C(=C(C=CC2F)NS(=O)(=O)N2C[C@@H](CC2)F)F)=O)C (3R)-N-[3-[2-[2-(3-Cyanophenyl)ethylamino]-8-methyl-7-oxopyrido[2,3-d]pyrimidin-6-yl]-2,4-difluorophenyl]-3-fluoropyrrolidine-1-sulfonamide